CO\N=C\1/C[C@@H]2C[C@H]([C@H]1C2)C(=O)OC Methyl (1R,2R,4S,E)-6-(methoxyimino)bicyclo[2.2.1]heptane-2-carboxylate